NC(CC1=NC(=C2NC=NC2=N1)N)C 2-amino-propyl-adenine